Ethyl 2-acetamido-7-oxo-6-phenyl-6-(2-(pyrimidin-5-yloxy)ethyl)-4,5,6,7-tetrahydrobenzo[b]thiophene-3-carboxylate C(C)(=O)NC1=C(C2=C(S1)C(C(CC2)(CCOC=2C=NC=NC2)C2=CC=CC=C2)=O)C(=O)OCC